6-chloro-7-[(2R)-2-{[(3-chloropyridin-2-yl)oxy]Methyl}pyrrolidin-1-yl]-4-oxo-1,4-dihydroquinoline-3-carboxylic acid ethyl ester C(C)OC(=O)C1=CNC2=CC(=C(C=C2C1=O)Cl)N1[C@H](CCC1)COC1=NC=CC=C1Cl